2,2-Dimethylpropanoic acid (3-hydroxy-2,2-dimethyl-propyl) ester OCC(COC(C(C)(C)C)=O)(C)C